lanthanum-strontium cobalt oxide [Co]=O.[Sr].[La]